fumaric acid mono(2-ethylhexyl) ester C(C)C(COC(\C=C\C(=O)O)=O)CCCC